NC1=C(C(=NN1C1CCOCC1)C1=C(C=C(C=C1)CNC(C1=C(C=CC(=C1)F)OC)=O)F)C(=O)N 5-Amino-3-[2-fluoro-4-[[(5-fluoro-2-methoxy-benzoyl)amino]methyl]phenyl]-1-tetrahydropyran-4-ylpyrazole-4-carboxamide